FC(C=1C=NC(=NC1)C=1C=C2C=CN(C(C2=CC1F)=O)C[C@@H](C[C@H](C)NC=1C=NNC(C1C(F)(F)F)=O)F)F 6-(5-(difluoromethyl)pyrimidin-2-yl)-7-fluoro-2-((2R,4S)-2-fluoro-4-((6-oxo-5-(trifluoromethyl)-1,6-dihydropyridazin-4-yl)amino)pentyl)isoquinolin-1(2H)-one